C(C)(=O)N1CCC(CC1)C1=NN(C2=CC=CC(=C12)C1=CC=C2C=CN(C2=C1)C)CC(=O)NCC(=O)NCC(=O)O (2-(3-(1-acetylpiperidin-4-yl)-4-(1-methyl-1H-indol-6-yl)-1H-indazol-1-yl)acetyl)glycylglycine